C(C)OC(\C=C/CCCP)OCC (4Z)-6,6-diethoxy-4-hexenylphosphine